The molecule is a cyclobutadipyrimidine bis(deoxyribonucleotide) obtained by formal cyclodimerisation of 2'-deoxycytidine 5'-monophosphate and thymidine 5'-monophosphate. It has a role as a Mycoplasma genitalium metabolite. CC12C3C(C1N(C(=O)NC2=O)[C@H]4C[C@@H]([C@H](O4)COP(=O)(O)O)O)N(C(=O)N=C3N)[C@H]5C[C@@H]([C@H](O5)COP(=O)(O)O)O